NCC=1C=C(CCNC=2N=CC3=C(N2)N(C(C(=C3)C=3C(=C(C=CC3F)NS(=O)(=O)N3C[C@@H](CC3)F)F)=O)C)C=CC1 (R)-N-(3-(2-((3-(aminomethyl)phenethyl)amino)-8-methyl-7-oxo-7,8-dihydropyrido[2,3-d]pyrimidin-6-yl)-2,4-difluorophenyl)-3-fluoropyrrolidine-1-sulfonamide